(1-methyl-1H-tetrazol-5-yl)ethan-1-ol CN1N=NN=C1C(C)O